tert-Butyl methyl(2-((2,2,2-trifluoro-N-(2-oxo-2-((2'-oxo-1,1',2',3-tetrahydrospiro[indene-2,3'-pyrrolo[2,3-b]pyridin]-5-yl)amino)ethyl)acetamido)methyl)benzyl)carbamate CN(C(OC(C)(C)C)=O)CC1=C(C=CC=C1)CN(C(C(F)(F)F)=O)CC(NC=1C=C2CC3(C(NC4=NC=CC=C43)=O)CC2=CC1)=O